COC=1C=CC=C2C=C(COC12)C=1N=NN(C1)C=1C=C2CN(C(C2=CC1)=O)C1C(NC(CC1)=O)=O 3-(5-(4-(8-methoxy-2H-chromen-3-yl)-1H-1,2,3-triazol-1-yl)-1-oxoisoindolin-2-yl)piperidine-2,6-dione